(R)-N2-(2-methoxy-4-(methylsulfonyl)phenyl)-N4-(tetrahydrofuran-3-yl)-5-(trifluoromethyl)-7H-pyrrolo[2,3-d]pyrimidine-2,4-diamine COC1=C(C=CC(=C1)S(=O)(=O)C)NC=1N=C(C2=C(N1)NC=C2C(F)(F)F)N[C@H]2COCC2